C(CCCCCCCCC)OC(CCCCCCC\C=C/CCCCCCCC)=O Decyloleat